tert-butyl 3-((6-(3-aminophenyl)-4-(morpholinomethyl) pyridin-2-yl) amino)-5-methyl-1H-pyrazole-1-carboxylate NC=1C=C(C=CC1)C1=CC(=CC(=N1)NC1=NN(C(=C1)C)C(=O)OC(C)(C)C)CN1CCOCC1